trimethoxyboroxine aluminum [Al].COB1OB(OB(O1)OC)OC